N1C(CN=CC2=C1C=CC=C2)=O [1,4]-benzodiazepine-2(1H)-one